3-amino-3-(1-methyl-cyclopentyl)-propionic acid NC(CC(=O)O)C1(CCCC1)C